(+/-)-1-tert-Butyl 3-ethyl 4-[1-[(tert-butoxy)carbonyl]-1H-indol-6-yl]-2-methyl-1,2,5,6-tetrahydropyridine-1,3-dicarboxylate C(C)(C)(C)OC(=O)N1C=CC2=CC=C(C=C12)C1=C([C@H](N(CC1)C(=O)OC(C)(C)C)C)C(=O)OCC |r|